FC=1C=C2C=NN(C2=CC1C=1C=2C(=NN(C2C=CC1)CC(=O)OCC)N1CCOCC1)C ethyl 2-[5'-fluoro-1'-methyl-3-(morpholin-4-yl)-[4,6'-biindazol]-1-yl]acetate